tert-butyl (2-bromo-5,6-dihydro-4H-cyclopenta[d]thiazol-6-yl)carbamate BrC=1SC2=C(N1)CCC2NC(OC(C)(C)C)=O